1,1,2-trimethyl-cycloheptane CC1(C(CCCCC1)C)C